C(C1=CC=CC=C1)OC(=O)C1CN(OC=C1)CO[Si](C(C)C)(C(C)C)C(C)C.NCCCC[C@H](C1=NNC(=C1)C1=C(C=CC=C1)OC)NC(C1=C(C=CC=C1)OC(F)F)=O (R)-N-(5-amino-1-(5-(2-methoxyphenyl)-1H-pyrazol-3-yl)pentyl)-2-(difluoromethoxy)benzamide benzyl-2-({[tris(propan-2-yl)silyl]oxy}methyl)-3,4-dihydro-2H-oxazine-4-carboxylate